(R)-6-(azetidin-1-ylmethyl)-2-(1-trityl-1H-pyrazol-4-yl)-4,5,7,8-tetrahydro-3-oxa-1-thia-5a,8-diazabenzo[cd]azulen-9(6H)-one N1(CCC1)C[C@@H]1N2C=3C(=C(SC3C(NC1)=O)C=1C=NN(C1)C(C1=CC=CC=C1)(C1=CC=CC=C1)C1=CC=CC=C1)OCC2